C(#N)[C@H](C[C@H]1C(NCC1)=O)NC(C(CC1CC1)N1C(C2(CCCN2C(=O)OC(C)(C)C)CC1)=O)=O tert-butyl 7-[2-[[(1S)-1-cyano-2-[(3S)-2-oxopyrrolidin-3-yl]ethyl]amino]-1-(cyclopropylmethyl)-2-oxo-ethyl]-6-oxo-1,7-diazaspiro[4.4]nonane-1-carboxylate